[Na].[Na].C(CCCCCCCCCCCCCCCCC)C(C(=O)N)CC(=O)O octadecyl-succinic amide disodium